C12CN(CC(CC1)N2)C=2N=C(C=C1C=C(N=CC21)C2=CC(=CC1=CC=CC(=C21)C#C)O)OCC21CCCN1CCC2 4-(8-(3,8-diazabicyclo[3.2.1]octan-3-yl)-6-((hexahydro-1H-pyrrolizin-7a-yl)methoxy)-2,7-naphthyridin-3-yl)-5-ethynylnaphthalen-2-ol